tert-Butyl (E)-3-((3-butyl-5-(4-fluorophenyl)-2-methyl-7-(methylthio)-1,1-dioxido-2,3,4,5-tetrahydro-1,2,5-benzothiadiazepin-8-yl)oxy)acrylate C(CCC)C1N(S(C2=C(N(C1)C1=CC=C(C=C1)F)C=C(C(=C2)O/C=C/C(=O)OC(C)(C)C)SC)(=O)=O)C